(S)-N-(1-(4-(tert-butyl)phenyl)ethyl)-3-(4-chloro-3-hydroxybenzyl)-1-(cyclobutylmethyl)-2-methyl-1H-indole-6-carboxamide C(C)(C)(C)C1=CC=C(C=C1)[C@H](C)NC(=O)C1=CC=C2C(=C(N(C2=C1)CC1CCC1)C)CC1=CC(=C(C=C1)Cl)O